(S)-4-(((9H-fluoren-9-yl)methoxy)carbonylamino)-5-tert-butoxy-5-oxopentanoic acid C1=CC=CC=2C3=CC=CC=C3C(C12)COC(=O)N[C@@H](CCC(=O)O)C(=O)OC(C)(C)C